methyl 3-[(10S)-4-(2-hydroxyphenyl)-1,5,6,8,12-pentazatricyclo[8.4.0.02,7]tetradeca-2,4,6-trien-12-yl]propanoate OC1=C(C=CC=C1)C=1C=C2N3CCN(C[C@@H]3CNC2=NN1)CCC(=O)OC